OCC1(O)[C@@H](O)[C@H](O)[C@H](O)CO1 Fructopyranos